2,3-bis((6-methoxy-6-oxohexanoyl)oxy)succinic acid COC(CCCCC(=O)OC(C(=O)O)C(C(=O)O)OC(CCCCC(OC)=O)=O)=O